4-O-α-glucopyranosyl-D-sorbitol [C@H]1([C@H](O)[C@@H](O)[C@H](O)[C@H](O1)CO)O[C@@H]([C@@H]([C@H](CO)O)O)[C@H](O)CO